NC=1N=CN(C(C1C(=O)NC=1C=NC=C(C1)[C@H](COC)N)=O)C1=C(C=C(C=C1Cl)OC1CC1)Cl (R)-4-amino-N-(5-(1-amino-2-methoxyethyl)pyridin-3-yl)-1-(2,6-dichloro-4-cyclopropoxyphenyl)-6-oxo-1,6-dihydropyrimidine-5-carboxamide